Tert-Butyl 3-(3-(4-(2-(2-(2-hydroxyethoxy)ethoxy)ethoxy)phenyl)-2-oxoimidazolidin-1-yl)-2,6-dioxopiperidine-1-carboxylate OCCOCCOCCOC1=CC=C(C=C1)N1C(N(CC1)C1C(N(C(CC1)=O)C(=O)OC(C)(C)C)=O)=O